2-methyl-5-(6-(piperidine-1-carbonyl)benzofuran-3-yl)isoindolin-1-one CN1C(C2=CC=C(C=C2C1)C1=COC2=C1C=CC(=C2)C(=O)N2CCCCC2)=O